ClC1=C(C(=CC(=N1)N1[C@@H](COCC1)C)C1(CC1)S(=O)(=O)C)C (3R)-4-[6-chloro-4-(1-methanesulfonylcyclopropyl)-5-methylpyridin-2-yl]-3-methylmorpholine